IC(C(=O)OC(C)(C)C)(C(=O)OC(C)(C)C)C1=CC=CC=C1 di-tert-butyl iodophenylmalonate